ClC1=C(C=C(C=C1)O)C1=C(C(=NC=2CN(CCC12)C1=C(N=CS1)C)N1CC2(CN(C2)C(C=C)=O)CC1)C#N (P)-4-(2-chloro-5-hydroxyphenyl)-7-(4-methyl-1,3-thiazol-5-yl)-2-(2-(2-propenoyl)-2,6-diazaspiro[3.4]octan-6-yl)-5,6,7,8-tetrahydro-1,7-naphthyridine-3-carbonitrile